N1N=CC(=C1)C1=CC=C(C=N1)CN1C(C(N(CC1)C1CCCC1)=O)=O 1-((6-(1H-pyrazol-4-yl)pyridin-3-yl)methyl)-4-cyclopentylpiperazine-2,3-dione